O=CCCCC oxopentane